FC=1C=NC=CC1N1CCN(CC1)C(=O)N[C@H](C)C=1C=CC=C2C=CN(C12)C (R)-4-(3-fluoropyridin-4-yl)-N-(1-(1-methyl-1H-indol-7-yl)ethyl)piperazine-1-carboxamide